N-allyl-N-[[4-[5-(trifluoromethyl)-1,2,4-oxadiazol-3-yl]phenyl]methyl]acrylamide C(C=C)N(C(C=C)=O)CC1=CC=C(C=C1)C1=NOC(=N1)C(F)(F)F